ClC=1C=CC(=C(C1)C1=NNC=C1N1CSC=2C=NC=C(C21)C(=O)N)OC 1-N-(3-(5-chloro-2-methoxyphenyl)-1H-pyrazol-4-yl)thiazolo[5,4-c]pyridine-7-carboxamide